C1(C(C(C(C2=NC3=CC=CC=C3N=C12)=O)=O)=O)=O phenazinetetrone